N1C=C(C2=CC=CC=C12)CCC1N(CCC2=CC(=C(C=C12)OC)OCC1=CC=CC=C1)CC1CCOCC1 1-(2-(1H-indol-3-yl)ethyl)-6-(benzyloxy)-7-methoxy-2-((tetrahydro-2H-pyran-4-yl)methyl)-1,2,3,4-tetrahydroisoquinoline